FC(C1=C(CC2=NN3C(C(=NC=C3)N)=N2)C=CC=C1)(F)F 2-(2-trifluoromethyl-benzyl)-[1,2,4]triazolo[1,5-a]pyrazin-8-amine